C(C)C=1C=2C3=CN=C(C(O[C@@H](C4=CC(=CC=C4C4=NC=NN4CC2SN1)F)C)=C3)N (19R)-3-ethyl-16-fluoro-19-methyl-20-oxa-5-thia-4,8,9,11,23-pentaazapentacyclo[19.3.1.02,6.08,12.013,18]pentacosa-1(24),2(6),3,9,11,13,15,17,21(25),22-decaen-22-amine